N[C@H]1[C@@H](CCC1)C1=C(C2=NC(=CC(=C2S1)NCC=1SC=CC1)Cl)I 2-((1r,2r)-2-aminocyclopentyl)-5-chloro-3-iodo-N-(thiophen-2-ylmethyl)thieno[3,2-b]pyridin-7-amine